CN(C(CCCCCCCC)=O)C N,N-dimethyl-pelargonamide